The molecule is an abietane diterpenoid that is abieta-8(14),9(11),12-triene substituted at positions 3 and 14 respectively by oxo and hydroxy groups. It is found in Tripterygium wilfordii. It has a role as a plant metabolite. It is an abietane diterpenoid, a member of phenols, a carbotricyclic compound, a cyclic terpene ketone and a tricyclic diterpenoid. CC(C)C1=C(C2=C(C=C1)[C@]3(CCC(=O)C([C@@H]3CC2)(C)C)C)O